γ-amino-propyl-trimethoxysilane NCCC[Si](OC)(OC)OC